ClC=1C=C(C(=O)NC=2C(N(C=CC2)C2(CC2)C(N[C@@H]2[C@H](OC(C2)=O)OCC)=O)=O)C=CC1NC 3-chloro-N-(1-(1-(((2S,3S)-2-ethoxy-5-oxotetrahydrofuran-3-yl)carbamoyl)cyclopropyl)-2-oxo-1,2-dihydropyridin-3-yl)-4-(methylamino)benzamide